N-(6-(2H-1,2,3-triazol-2-yl)-5-(trifluoromethyl)pyridin-3-yl)-4-(3-amino-5-(3-hydroxy-3-methylbutyl)pyridin-4-yl)-2-chloro-5-fluorobenzamide N=1N(N=CC1)C1=C(C=C(C=N1)NC(C1=C(C=C(C(=C1)F)C1=C(C=NC=C1CCC(C)(C)O)N)Cl)=O)C(F)(F)F